4-(4-(3,8-diazabicyclo[3.2.1]octan-3-yl)-2-((1-((dimethylamino)methyl)cyclopropyl)methoxy)-5,8-dihydropyrido[3,4-d]pyrimidin-7(6H)-yl)-5-bromonaphthalen-2-ol C12CN(CC(CC1)N2)C=2C1=C(N=C(N2)OCC2(CC2)CN(C)C)CN(CC1)C1=CC(=CC2=CC=CC(=C12)Br)O